CC=1C=C(C=CC1)S(=O)(=O)N1CC(C1)C(=O)NC(C(=O)O)C 2-(1-(3-methylbenzenesulfonyl)azetidine-3-carboxamido)propanoic acid